Methyl 2-((4-(6-hydroxypyridin-2-yl)cyclohex-3-en-1-yl)methyl)-1-(((S)-oxetan-2-yl)methyl)-1H-thieno[2,3-d]imidazole-5-carboxylate OC1=CC=CC(=N1)C1=CCC(CC1)CC=1N(C2=C(N1)SC(=C2)C(=O)OC)C[C@H]2OCC2